NC1=C(C=2C(=NC(=C(C2)COCCO)C)N1C1=C2C=NNC2=CC(=C1C)F)C(=O)N 2-amino-1-(6-fluoro-5-methyl-1H-indazol-4-yl)-5-((2-hydroxyethoxy)methyl)-6-methyl-1H-pyrrolo[2,3-b]pyridine-3-carboxamide